(S)-N-Allyl-N-(4,4-difluorocyclohexyl)-1-((4-methyl-2-(((1S*,2S*)-2-vinylcyclopentyl)oxy)phenyl)sulfonyl)pyrrolidine-2-carboxamide C(C=C)N(C(=O)[C@H]1N(CCC1)S(=O)(=O)C1=C(C=C(C=C1)C)O[C@@H]1[C@@H](CCC1)C=C)C1CCC(CC1)(F)F |o1:22,23|